[Cl-].C(C1=CC=CC=C1)[N+](CCC)(CC)CC benzyl-diethyl-propyl-ammonium chloride